CC1=C(C=C(C=N1)NC(CCN1C2(CCC2)CCC1)=O)[N+](=O)[O-] N-(6-methyl-5-nitropyridin-3-yl)-3-(5-azaspiro[3.4]octan-5-yl)propanamide